C(C)(C)(C)OC(=O)N1[C@H]2CNC[C@@H]1CC2 (1R,5S)-3,8-diazabicyclo[3.2.1]octane-8-carboxylic acid tert-butyl ester